C(C)C=1N(C=2N(C(C1N1CCN(CC1)C(=O)C1=NC=NC(=C1O)C)=O)N=C(N2)C2=CC1=CN(N=C1C=C2)C)CC(=O)N 2-(5-ethyl-6-(4-(5-hydroxy-6-methylpyrimidine-4-carbonyl)piperazin-1-yl)-2-(2-methyl-2H-indazol-5-yl)-7-oxo-[1,2,4]triazolo[1,5-a]pyrimidin-4(7H)-yl)acetamide